isocyanate compound with silane [SiH4].[N-]=C=O